(8S)-4-chloro-8-fluoro-5,6,7,8-tetrahydroquinoline ClC1=CC=NC=2[C@H](CCCC12)F